CC1=C(C=C(C=N1)C#CC=1C=NC(=NC1)N)N1N=C2C(=C1)CCC2C2=CC=CC=C2 5-((6-methyl-5-(6-phenyl-5,6-dihydrocyclopenta[c]pyrazol-2(4H)-yl)pyridin-3-yl)ethynyl)pyrimidin-2-amine